CN1N=C2C(=CC(=CC2=C1)C=1N=[O+]C2=C(N1)C=CC(=C2)C=2CCN(CC2)C(=O)OC(C)(C)C)C tert-butyl 4-[3-(2,7-dimethylindazol-5-yl)-1-oxa-1,2,4-benzotriazin-1-ium-7-yl]-3,6-dihydro-2H-pyridine-1-carboxylate